NS(=O)(=O)F Aminosulfonyl fluoride